CC[C@H](C)[C@@H](C(=O)[O-])NC(=O)C[C@H]1CCC(=O)C1C/C=C\\CCO The molecule is an N-jasmonyl-L-alpha-amino acid anion obtained by deprotonation of the carboxy group of N-(12-hydroxyjasmonyl)-L-isoleucine; major species at pH 7.3. It is a conjugate base of a N-[(3R)-12-hydroxyjasmonyl]-L-isoleucine.